N2-[1,1-dimethyl-2-(methylsulphonyl)ethyl]-3-iodo-N1-[2-methyl-4-[1,2,2,2-tetrafluoro-1-(trifluoromethyl)ethyl]phenyl]-1,2-benzenedi-carboxamide CC(CS(=O)(=O)C)(C)NC(=O)C=1C(=CC=CC1I)C(=O)NC1=C(C=C(C=C1)C(C(F)(F)F)(C(F)(F)F)F)C